4-[1-[4-Fluoro-2-(trifluoromethyl)phenyl]cyclopropyl]-5H,6H,7H,8H-pyrido[3,4-d]pyrimidine FC1=CC(=C(C=C1)C1(CC1)C=1C2=C(N=CN1)CNCC2)C(F)(F)F